NC1=NC=C(C2=C1C(=NN2[C@@H]2CN(CC2)C(C(C)F)=O)C#CC2=CC(=CC(=C2)OC)OC)C#N (S)-4-amino-3-((3,5-dimethoxyphenyl)ethynyl)-1-(1-(2-fluoropropoyl)pyrrolidin-3-yl)-1H-pyrazolo[4,3-c]pyridine-7-carbonitrile